(Z)-N-(1-(6-bromo-5-fluoro-1-neopentyl-1H-indol-3-yl)ethylidene)cyclopropanesulfonamide BrC1=C(C=C2C(=CN(C2=C1)CC(C)(C)C)\C(\C)=N/S(=O)(=O)C1CC1)F